C1=NC=C(C2=CC=CC=C12)N1C(N(C2=CC=C(C=C2C1=O)C(F)(F)F)CC(C(=O)OC)=C)=O methyl 2-((3-(isoquinolin-4-yl)-2,4-dioxo-6-(trifluoromethyl)-3,4-dihydroquinazolin-1(2H)-yl)methyl)acrylate